Octadeca-9,11-dienoic acid C(CCCCCCCC=CC=CCCCCCC)(=O)O